6-(5-methylpyrazin-2-yl)-2,3,4,9-tetrahydro-1H-carbazol-1-one CC=1N=CC(=NC1)C=1C=C2C=3CCCC(C3NC2=CC1)=O